Ethyl 2-(4-(((5-(3,4-difluorophenyl)-1,3,4-thiadiazol-2-yl) methyl) thio)-2-methylphenoxy)-2-methylpropionate FC=1C=C(C=CC1F)C1=NN=C(S1)CSC1=CC(=C(OC(C(=O)OCC)(C)C)C=C1)C